4,4'-bis(carbazole-9-yl)-biphenyl C1=CC=CC=2C3=CC=CC=C3N(C12)C1=CC=C(C=C1)C1=CC=C(C=C1)N1C2=CC=CC=C2C=2C=CC=CC12